C[SiH](CCCCCCCCCCCCCCCCCC)C dimethyl-octadecyl-silane